2-((4-(2,6-dimethylphenyl)-2-oxo-2H-pyrano[2,3-b]pyridin-7-yl)(methyl)amino)propanamide CC1=C(C(=CC=C1)C)C1=CC(OC2=NC(=CC=C21)N(C(C(=O)N)C)C)=O